COC(C1=CC(=C(C(=C1)C)O)C#N)=O 3-cyano-4-hydroxy-5-methylbenzoic acid methyl ester